C(C)(C)[Si](OCC(C)N1CN(CC=2C1=CN(C2)CC2=CC=CC1=CC=CC=C21)C)(C(C)C)C(C)C 1-(1-((triisopropylsilyl)oxy)propan-2-yl)-3-methyl-6-(naphthalen-1-ylmethyl)-1,6-dihydro-2H-pyrrolo[3,4-d]Pyrimidine